C1(=CC=CC=C1)P(C1=CC=CC=C1)(C1=CC=CC=C1)=[Pd-](=P(C1=CC=CC=C1)(C1=CC=CC=C1)C1=CC=CC=C1)Cl Bis(triphenylphosphoranylidene)palladium (IV) chloride